4-(5-methylthiazol-2-yl)-1-(tetrahydrofuran-3-yl)-N-((R)-1-(2-(trifluoromethyl)pyrimidin-5-yl)ethyl)-1H-indazole-6-carboxamide CC1=CN=C(S1)C1=C2C=NN(C2=CC(=C1)C(=O)N[C@H](C)C=1C=NC(=NC1)C(F)(F)F)C1COCC1